C(C)(C)(C)OC(NC(C(=O)NCC1=NC=CC=C1SCC)(C)C)=O (1-(((3-(ethylsulfanyl)pyridin-2-yl)methyl)amino)-2-methyl-1-oxopropan-2-yl)carbamic acid tert-butyl ester